(pyrazin-2-yl)piperidin N1=C(C=NC=C1)N1CCCCC1